FC(C(=O)C1=CC=C(C=C1)C)(F)F 2,2,2-trifluoro-4'-methylacetophenone